2-((3-(3-cyclopentylpropoxy)-4-(4-methylpiperazin-1-yl)phenyl)amino)-5-ethynyl-8-methylpyrido[2,3-d]pyrimidin-7(8H)-one C1(CCCC1)CCCOC=1C=C(C=CC1N1CCN(CC1)C)NC=1N=CC2=C(N1)N(C(C=C2C#C)=O)C